Bromine (octyl)magnesium C(CCCCCCC)[Mg].[Br]